C1(CC1)CC=1C2=C(SC1C#CC)C(=CC=C2)NC2CCC(CC2)N(C)C 3-(3-(cyclopropylmethyl)-7-((4-(dimethylamino)cyclohexyl)amino)benzo[b]thiophen-2-yl)prop-2-yn